Methyl 6-hydroxy-9-(phenylsulfonyl)-[1,2,4]triazolo[5,1-a]isoquinoline-5-carboxylate OC1=C(N2C(C3=CC(=CC=C13)S(=O)(=O)C1=CC=CC=C1)=NC=N2)C(=O)OC